2-[4-({[2-(3-{[6-(1-cyano-1-methylethyl)pyridin-3-yl]amino}prop-1-yn-1-yl)-1-(2,2,2-trifluoroethyl)-1H-indol-5-yl]methyl}amino)piperidin-1-yl]-N-(pyridin-4-yl)acetamide C(#N)C(C)(C)C1=CC=C(C=N1)NCC#CC=1N(C2=CC=C(C=C2C1)CNC1CCN(CC1)CC(=O)NC1=CC=NC=C1)CC(F)(F)F